FC1=C(C)C=C(C(=C1)F)[N+](=O)[O-] 2,4-difluoro-5-nitrotoluene